(1R,2R)-1,2-diphenylethylene glycol C1(=CC=CC=C1)[C@H]([C@@H](C1=CC=CC=C1)O)O